zinc bis(2-(2-hydroxyphenyl) benzothiazolate) OC1=C(C=CC=C1)C1(SC2=C(N1)C=CC=C2)C(=O)[O-].OC2=C(C=CC=C2)C2(SC1=C(N2)C=CC=C1)C(=O)[O-].[Zn+2]